8-(2-fluoro-4-nitro-phenyl)-1,4-dioxaspiro[4.5]dec-7-ene FC1=C(C=CC(=C1)[N+](=O)[O-])C1=CCC2(OCCO2)CC1